trans-N-(4-fluoro-3-methylphenyl)-7-methyl-2,3,3a,4,10,10a-hexahydro-1H,7H-dipyrrolo[3,4-b:3',4'-f][1,4,5]oxathiazocine-8-carboxamide 5,5-dioxide hydrochloride Cl.FC1=C(C=C(C=C1)NC(=O)C=1N(C=C2C1OC[C@H]1[C@H](NS2(=O)=O)CNC1)C)C